p-amino-phenylalanine NC1=CC=C(C[C@H](N)C(=O)O)C=C1